N-(methyl-d3)-6-((R)-spiro[2.4]heptane-1-carboxamido)-4-(((S)-2,4,5-trimethyl-4,5-dihydro-2H-[1,2,3]triazolo[4,5-c][1,7]naphthyridin-6-yl)amino)pyridazine-3-carboxamide C(NC(=O)C=1N=NC(=CC1NC1=NC=CC=2C=3C([C@@H](N(C12)C)C)=NN(N3)C)NC(=O)[C@@H]3CC31CCCC1)([2H])([2H])[2H]